1,4-dioxa-cyclohexene O1C=COCC1